1-benzyl-6-(trifluoromethyl)pyrimidine-2,4-dione C(C1=CC=CC=C1)N1C(NC(C=C1C(F)(F)F)=O)=O